FC1=C(C(=CC=C1)OC)C1=NC=CC2=C1CN(C2=O)C2=NC(=CC=C2)N[C@H]2CNCC2 4-(2-fluoro-6-methoxyphenyl)-2-(6-(((R)-pyrrolidin-3-yl)amino)pyridin-2-yl)-2,3-dihydro-1H-pyrrolo[3,4-c]pyridin-1-one